COC(C1=C(C=NC=C1)NC1=C(C=C(C=C1)F)C)=O.C(#N)C(C)(C)C=1C(=NC=CC1NC(=O)C1=CSC=C1)C(=O)N (1-cyano-1-methyl-ethyl)-4-(thiophene-3-carbonylamino)pyridine-2-carboxamide methyl-3-((4-fluoro-2-methylphenyl)amino)isonicotinate